[Na+].C(=C)C(=O)[O-] vinyl-carboxylate sodium salt